C(C)OC(=O)C=1C=NN(C1C=1C(=NC(=CC1)NC1CC1)F)C1CC1 1-cyclopropyl-5-[6-(cyclopropylamino)-2-fluoropyridin-3-yl]pyrazole-4-carboxylic acid ethyl ester